5-chloro-2-[[4-(4-pyridinyl)piperazin-1-yl]methyl]-1H-indole formate salt C(=O)O.ClC=1C=C2C=C(NC2=CC1)CN1CCN(CC1)C1=CC=NC=C1